(2,2,2-trifluoroethyl) (2-fluorovinyl) disulfide FC=CSSCC(F)(F)F